2-(bromomethyl)-1-(3,4,5-trimethoxyphenyl)prop-2-en-1-one BrCC(C(=O)C1=CC(=C(C(=C1)OC)OC)OC)=C